(R)-1-(3-(3-(4-(2-chloro-3-fluorophenoxy)phenyl)-2H-pyrazolo[4,3-c]pyridin-2-yl)pyrrolidin-1-yl)prop-2-en-1-one ClC1=C(OC2=CC=C(C=C2)C=2N(N=C3C2C=NC=C3)[C@H]3CN(CC3)C(C=C)=O)C=CC=C1F